C(C)(C)OC1=CC=C(C=C1)C1=NC=C(C=N1)NC(C(CC(C)C)P(OCC)(OCC)=O)=O diethyl (1-((2-(4-isopropoxyphenyl)pyrimidin-5-yl)amino)-4-methyl-1-oxopentan-2-yl)phosphonate